3-[3-(1,3-benzodioxol-5-yl)imidazo[1,2-b]pyridazin-6-yl]aniline O1COC2=C1C=CC(=C2)C2=CN=C1N2N=C(C=C1)C=1C=C(N)C=CC1